ClC1=C(NC(=C1Cl)C)C(=O)NC1=C(C=C(C=C1)C=1OC(NN1)=O)NC1CCN(CC1)C(=O)OC(C)(C)C tert-butyl 4-((2-(3,4-dichloro-5-methyl-1H-pyrrole-2-carboxamido)-5-(5-oxo-4,5-dihydro-1,3,4-oxadiazol-2-yl)phenyl)amino)piperidine-1-carboxylate